1-{[(2S,3S,4S)-3-(pentadeutero)ethyl-4-fluoro-5-oxopyrrolidin-2-yl]methoxy}-7-methoxyisoquinoline-6-carboxamide [2H]C(C([2H])([2H])[2H])([C@H]1[C@H](NC([C@H]1F)=O)COC1=NC=CC2=CC(=C(C=C12)OC)C(=O)N)[2H]